C(C)C(C(=O)[O-])CCCC.[Sn+4].C(C)C(C(=O)[O-])CCCC.C(C)C(C(=O)[O-])CCCC.C(C)C(C(=O)[O-])CCCC tin 2-ethylhexanoate